tert-butene 2-((4-((1-isopropylpiperidine-4-yl)amino)-6-methoxy-7-(4-(pyrrolidine-1-yl)-1-butyne-1-yl)quinazoline-2-yl)(methyl)amino)acetate C(C)(C)N1CCC(CC1)NC1=NC(=NC2=CC(=C(C=C12)OC)C#CCCN1CCCC1)N(CC(=O)O)C.C(=C)(C)C